FC(OCC=1N=C2C(=NC1NS(=O)(=O)C)N(C(=N2)C2=NC(=CC=C2)OCC)C2=C(C=CC=C2OC)OC)F N-(5-(Difluoromethoxymethyl)-1-(2,6-dimethoxyphenyl)-2-(6-ethoxypyridin-2-yl)-1H-imidazo[4,5-b]pyrazin-6-yl)methanesulfonamide